FC=1C=C(C=C(C1OC1=C2C(=NC=C1)NC=C2C(F)(F)F)F)NC=2OC[C@](CN2)(O)CO |r| (+/-)-2-[(3,5-difluoro-4-{[3-(trifluoromethyl)-1H-pyrrolo[2,3-b]pyridin-4-yl]oxy}phenyl)amino]-5-(hydroxymethyl)-5,6-dihydro-4H-1,3-oxazin-5-ol